N1N=CC(=C1)[C@H]1CN(CC1)C1=NC(=NC(=C1C)C)C(=O)N1CC(C1)(C1=CC=CC=C1)O (S)-(4-(3-(1H-pyrazol-4-yl)pyrrolidin-1-yl)-5,6-dimethylpyrimidin-2-yl)(3-hydroxy-3-phenylazetidin-1-yl)methanone